C1(CCCCC1)NCCN (E)-cyclohexyl-1,2-ethylenediamine